Cl.FC1(C[C@H](CNC1)N1C(CC(C1)C)=O)F 1-[(3R)-5,5-difluoropiperidin-3-yl]-4-methylpyrrolidin-2-one hydrochloride